β-ethyl phenylcinnamate C1(=CC=CC=C1)C(C(=O)OCC)=CC1=CC=CC=C1